tert-butyl 6-(4-(4-((5-(tert-butyl)-1,2,4-oxadiazole-3-carboxamido)methyl)-3-methylphenyl)pyridin-3-yl)-2,6-diazaspiro[3.3]heptane-2-carboxylate C(C)(C)(C)C1=NC(=NO1)C(=O)NCC1=C(C=C(C=C1)C1=C(C=NC=C1)N1CC2(CN(C2)C(=O)OC(C)(C)C)C1)C